ethyl (4S)-5-(3-chlorophenyl)-2,2-difluoro-3-hydroxy-4-((4-methoxybenzyl)amino)pentanoate hydrochloride Cl.ClC=1C=C(C=CC1)C[C@@H](C(C(C(=O)OCC)(F)F)O)NCC1=CC=C(C=C1)OC